2,2-dimethyl-N-(methylsulphonyl)propanamide CC(C(=O)NS(=O)(=O)C)(C)C